(R)-tert-butyl 4-(3-aminopiperidin-1-yl)-8-oxo-5,8-dihydropyrido[3,4-d]pyrimidine-7(6H)-carboxylate N[C@H]1CN(CCC1)C=1C2=C(N=CN1)C(N(CC2)C(=O)OC(C)(C)C)=O